O1CC[C@@H](C2=CC=CC=C12)NC(=O)C1=CC2=C(N=C(S2)C=2C=NC=C(C2)C)C=C1 (S)-N-(chroman-4-yl)-2-(5-methylpyridin-3-yl)benzo[d]thiazole-6-carboxamide